CC1=CC=C2C(NC(=NC2=C1)CN(C)CC(=O)N(C)C1=CC(=C(C=C1)Cl)Cl)=O 2-(N-((3,4-dihydro-7-methyl-4-oxoquinazolin-2-yl)methyl)-N-methylamino)-N-(3,4-dichlorophenyl)-N-methylacetamide